N-[2-methyl-1-[2-(1-methylpiperidin-4-yl)phenyl]propan-2-yl]-4-(2-methylsulfonylbenzimidazol-1-yl)-6-morpholin-4-yl-1,3,5-triazin-2-amine CC(CC1=C(C=CC=C1)C1CCN(CC1)C)(C)NC1=NC(=NC(=N1)N1C(=NC2=C1C=CC=C2)S(=O)(=O)C)N2CCOCC2